COC=1C=C(C=C(C1C)OC)C(C)(CC)N 2-(3,5-dimethoxy-4-methylphenyl)butan-2-amine